FC1=C(C=CC(=C1)S)NC(OC(C)(C)C)=O tert-Butyl (2-fluoro-4-mercaptophenyl)carbamate